CC1(OC(C2=C1C=C(C=C2)NC2=NC=C(C(=N2)N[C@H](CO)C2=CC=CC=C2)C(=O)NC(C)C2=CC=CC=C2)=O)C 2-[(3,3-dimethyl-1-oxo-1,3-dihydro-2-benzofuran-5-yl)amino]-4-{[(1S)-2-hydroxy-1-phenylethyl]amino}-N-(1-phenylethyl)pyrimidine-5-carboxamide